NC1COC2=C(O1)C=CC=C2N2C(CNCC2)O 2-Amino-5-(2-hydroxypiperazin-1-yl)-2,3-dihydro-1,4-benzodioxine